2,2-dimethyl-1,3-bis(diphenylphosphino)propane CC(CP(C1=CC=CC=C1)C1=CC=CC=C1)(CP(C1=CC=CC=C1)C1=CC=CC=C1)C